dimethylcyclopentadienyl-bis(2,6-difluorophenyl)titanium CC=1C(C=CC1)([Ti](C1=C(C=CC=C1F)F)C1=C(C=CC=C1F)F)C